C(C)(C)NC(O[C@H]1CO[C@@H](C1)C1=CC(=NN1)NC=1C=CC2=C(CNS2(=O)=O)C1)=O (3R,5S)-5-(3-((1,1-dioxido-2,3-dihydrobenzo[d]isothiazol-5-yl)amino)-1H-pyrazol-5-yl)tetrahydrofuran-3-yl isopropylcarbamate